C(#N)C1(CC1)NC(=O)[C@H]1CN(CCC1)S(=O)(=O)C1=CC=C(C=C1)S(N(CC)CC)(=O)=O (R)-N-(1-cyanocyclopropyl)-1-((4-(N,N-diethylsulfamoyl)phenyl)sulfonyl)piperidine-3-carboxamide